The molecule is a sapogenin that is spirosolane substituted by hydroxy groups at positions 3, 23 and 27 (the 3beta,5alpha,22alpha,23S,25S stereoisomer). It has a role as a metabolite and an EC 2.3.1.26 (sterol O-acyltransferase) inhibitor. It is an azaspiro compound, a 3beta-hydroxy steroid, an oxaspiro compound and a sapogenin. C[C@H]1[C@H]2[C@H](C[C@@H]3[C@@]2(CC[C@H]4[C@H]3CC[C@@H]5[C@@]4(CC[C@@H](C5)O)C)C)O[C@]16[C@H](C[C@@H](CN6)CO)O